C(C)N(C(=O)N1CCN(CC1)C)CC N,N-diethyl-4-methylpiperazine-1-carboxamide